2-{2-[methyl-(piperidin-4-yl)amino][1,3]thiazolo[4,5-b]pyrazin-6-yl}-5-(1H-pyrazol-4-yl)phenol hydrochloride Cl.CN(C=1SC=2C(=NC=C(N2)C2=C(C=C(C=C2)C=2C=NNC2)O)N1)C1CCNCC1